FC1=CC=C(C=C1)[C@@H]1[C@H](C1)NCC[C@@H](C(=O)N1CCN(CC1)S(=O)(=O)C)NC(=O)C1=CC2=CC=C(C=C2C=C1)OC N-((S)-4-((1S,2R)-2-(4-fluorophenyl)cyclopropylamino)-1-(4-(methylsulfonyl)piperazin-1-yl)-1-oxobutan-2-yl)-6-methoxy-2-naphthamide